2-[6-amino-5-[8-[2-[3-(2-oxa-5-azabicyclo[2.2.1]heptan-5-yl)prop-1-ynyl]-4-pyridyl]-3,8-diazabicyclo[3.2.1]octan-3-yl]pyridazin-3-yl]phenol NC1=C(C=C(N=N1)C1=C(C=CC=C1)O)N1CC2CCC(C1)N2C2=CC(=NC=C2)C#CCN2C1COC(C2)C1